CN1C(N(C2=C3C(=NC=C21)NC(=C3C=3C=C2C=NN(C2=CC3)C)C=3C=NN(C3)C)C3CCN(CC3)C3(CCC3)CC#N)=O (1-(4-(3-methyl-8-(1-methyl-1H-indazol-5-yl)-7-(1-methyl-1H-pyrazol-4-yl)-2-oxo-3,6-dihydroimidazo[4,5-d]pyrrolo[2,3-b]pyridin-1(2H)-yl)piperidin-1-yl)cyclobutyl)acetonitrile